5-carbamoylmethyl-2'-O-methyl-uridine C(N)(=O)CC=1C(NC(N([C@H]2[C@H](OC)[C@H](O)[C@@H](CO)O2)C1)=O)=O